ClC1=NC=C2NC(N(C2=N1)C1CCS(CC1)(=O)=O)=O 2-chloro-9-(1,1-dioxotetrahydro-2H-thiopyran-4-yl)-7,9-dihydro-8H-purin-8-one